(1R)-1-[3-[2-(methoxymethyl)-4-pyridyl]-1,2,4-thiadiazol-5-yl]ethanamine hydrochloride Cl.COCC1=NC=CC(=C1)C1=NSC(=N1)[C@@H](C)N